N-(1-(4-cyanophenyl)-1,2,3,4-tetrahydroquinolin-3-yl)acrylamide C(#N)C1=CC=C(C=C1)N1CC(CC2=CC=CC=C12)NC(C=C)=O